3-((4-(icosyloxy)phenyl)sulfonyl)-6-(methylsulfinyl)-4-(4-(4-propylpiperazin-1-yl)-[1,4'-bipiperidin]-1'-yl)quinoline C(CCCCCCCCCCCCCCCCCCC)OC1=CC=C(C=C1)S(=O)(=O)C=1C=NC2=CC=C(C=C2C1N1CCC(CC1)N1CCC(CC1)N1CCN(CC1)CCC)S(=O)C